5-bromo-3-iodo-1-p-toluenesulfonyl-1H-indole BrC=1C=C2C(=CN(C2=CC1)S(=O)(=O)C1=CC=C(C)C=C1)I